C1(CC1)N(C(OC(C)(C)C)=O)[C@H]1CN(CC1)C1=NC=C(N=C1)C(NC1=CC2=CN(N=C2C=C1OCCOC)C)=O tert-Butyl N-cyclopropyl-N-[(3R)-1-[5-[[6-(2-methoxyethoxy)-2-methyl-indazol-5-yl]carbamoyl]pyrazin-2-yl]pyrrolidin-3-yl]carbamate